C(C)N1C(NC2=C(C(=CC=3C2=C1N=CN3)CN3CCN(CC3)C3=C(C(=C(C(=O)NC)C=C3)F)F)F)=O 4-(4-((3-Ethyl-9-fluoro-2-oxo-2,3-dihydro-1H-pyrimido[4,5,6-de]quinazolin-8-yl)methyl)piperazin-1-yl)-2,3-difluoro-N-methylbenzamide